Ethyl-2,5-dibromo-1-[2-(trifluoromethyl)cyclopropyl]-1H-imidazol-4-carboxylat C(C)OC(=O)C=1N=C(N(C1Br)C1C(C1)C(F)(F)F)Br